4-methyl-2-(2-cyanophenyl)-1-methoxy-1H-imidazole-5-carboxylic acid ethyl ester C(C)OC(=O)C1=C(N=C(N1OC)C1=C(C=CC=C1)C#N)C